FC=1C=C(C=CC1F)C1=CC2(CN(C2)C(=O)OC(C)(C)C)C1 tert-butyl 6-(3,4-difluorophenyl)-2-azaspiro[3.3]hept-5-ene-2-carboxylate